ClCC(CSCCC(=O)O)O 3-(3-chloro-2-hydroxy-propylthio)propionic acid